5-methyl-3-(2-(3-(4-chlorophenyl)-4-oxothiazolidine-2-ylidene)hydrazono)-1H-indol-2-one CC=1C=C2C(C(NC2=CC1)=O)=NN=C1SCC(N1C1=CC=C(C=C1)Cl)=O